ClC=1C=CC(=C(C1)[C@]1(C(NC2=CC=C(C=C12)C)=O)F)OC |r| (±)-3-(5-chloro-2-methoxyphenyl)-1,3-dihydro-3-fluoro-5-methyl-2H-indol-2-one